2-(2,4,5-trimethoxybenzylamino)-6-hydroxypurine COC1=C(CNC2=NC(=C3NC=NC3=N2)O)C=C(C(=C1)OC)OC